1-[4-(4-hydroxyphenylsulfonyl)phenoxy]-4-[4-(4-isopropoxy-benzenesulfonyl)phenoxy]butane OC1=CC=C(C=C1)S(=O)(=O)C1=CC=C(OCCCCOC2=CC=C(C=C2)S(=O)(=O)C2=CC=C(C=C2)OC(C)C)C=C1